4-(2-oxo-2,3-dihydrobenzo[d]thiazol-6-yl)-3,6-dihydropyridine-1(2H)-carboxylic acid tert-butyl ester C(C)(C)(C)OC(=O)N1CCC(=CC1)C1=CC2=C(NC(S2)=O)C=C1